FC=1C(=CC2=C(C(NC=3CNCC(C23)N(C(=O)C=2C=C3C=CC(=CN3C2)C(F)F)C)=O)C1)F N-(8,9-difluoro-6-oxo-1,2,3,4,5,6-hexahydrobenzo[c][1,7]naphthyridin-1-yl)-6-(difluoromethyl)-N-methylindolizine-2-carboxamide